S-(n-butyl)-L-methionine sulfonium chloride [Cl-].[SH3+].C(CCC)[S+](CC[C@H](N)C(=O)O)C.[Cl-]